7-ethyl-4-(3-(2-ethyl-6-methoxy-2H-indazol-5-yl)-4-fluorophenyl)-7H-imidazo[4,5-c]pyridazine C(C)N1C=NC2=C1N=NC=C2C2=CC(=C(C=C2)F)C2=CC1=CN(N=C1C=C2OC)CC